C(#N)C=1C=C(C(=NC1)C(=O)NC=1C=C2C(=NNC2=CC1)C=1C=NOC1)C 5-cyano-N-(3-(isoxazol-4-yl)-1H-indazol-5-yl)-3-methylpicolinamide